C(C)C1(CC2=CC=CC=C2C1)C#N 2-ethylindane-2-carbonitrile